3-(6-chloro-1-methyl-9H-pyrido[3,4-b]indol-8-yl)phenol ClC=1C=C2C3=C(NC2=C(C1)C=1C=C(C=CC1)O)C(=NC=C3)C